NCCOCCOCCOCCOCCC(=O)NC=1C=CC2=CC3=CC=C(C=C3N=C2C1)N=[N+]=[N-] 1-amino-N-(6-azidoacridin-3-yl)-3,6,9,12-tetraoxapentadecan-15-amide